3,4-difluoro-benzylmethylsulfide FC=1C=C(CCSCCC2=CC(=C(C=C2)F)F)C=CC1F